(3S)-N-cyclopropyl-2-hydroxy-3-{[(5S)-6-(6-methyl-1-benzothiophene-2-carbonyl)-6-azaspiro[2.5]octan-5-yl]formamido}-4-[(3S)-2-oxopyrrolidin-3-yl]butanamide C1(CC1)NC(C([C@H](C[C@H]1C(NCC1)=O)NC(=O)[C@@H]1CC2(CC2)CCN1C(=O)C=1SC2=C(C1)C=CC(=C2)C)O)=O